O=C1NC(CCC1C=1C=C(C=CC1)NC[C@@H]1CN(CCC1)C(=O)OC(C)(C)C)=O tert-butyl (3R)-3-(((3-(2,6-dioxopiperidin-3-yl)phenyl)amino)methyl)piperidine-1-carboxylate